FC1=CC=C(C=C1)N1C(N(C(C1)C#N)C1=CN=CC2=CC=CC=C12)=O 1-(4-fluorophenyl)-3-(isoquinolin-4-yl)-2-oxoimidazoline-4-carbonitrile